NC1=NC=C(C2=C1C(=C(N2C)C2=CC=C(C=C2)NC(C(=C)C)=O)C2=CC=C(C=C2)OC2=NC(=CC=C2)C)C#N N-(4-(4-amino-7-cyano-1-methyl-3-(4-((6-methylpyridin-2-yl)oxy)phenyl)-1H-pyrrolo[3,2-c]pyridin-2-yl)phenyl)methacrylamide